5-[6-chloro-3-[1-[3-(2-hydroxyethyl)-4,7-dimethyl-5-oxo-pyrazolo[3,4-c]isoquinolin-9-yl]ethylamino]-2-pyridyl]-N-methyl-pyridine ClC1=CC=C(C(=N1)C=1C=CCN(C1)C)NC(C)C=1C=2C3=C(N(C(C2C=C(C1)C)=O)C)N(N=C3)CCO